O1C(=CC=C1)NC1CCC(CC1)=O 4-(furanylamino)cyclohexanone